ClC1=NC=C(C(=C1)NC=1C=C(COCC2=C(C=CC(=N2)NC(OC(C)(C)C)=O)C)C=C(C1OC)C1=NN(C=N1)C)C(NC([2H])([2H])[2H])=O Tert-butyl (6-(((3-((2-chloro-5-((methyl-d3)carbamoyl)pyridin-4-yl)amino)-4-methoxy-5-(1-methyl-1H-1,2,4-triazol-3-yl)benzyl)oxy)methyl)-5-methylpyridin-2-yl)carbamate